potassium trimethylammonium acetoacetate C(CC(=O)C)(=O)[O-].C[NH+](C)C.[K]